N-cyclopentyl-1-ethyl-2-oxo-1,2-dihydrobenzo[cd]indole-6-sulfonamide C1(CCCC1)NS(=O)(=O)C=1C=2C3=C(C(N(C3=CC1)CC)=O)C=CC2